Tert-Butyl (1R,3r,5S)-3-((3-methoxy-2-methyl-2-phenylpropanoyl)oxy)-8-azabicyclo[3.2.1]octane-8-carboxylate COCC(C(=O)OC1C[C@H]2CC[C@@H](C1)N2C(=O)OC(C)(C)C)(C2=CC=CC=C2)C